2,2-dimethyl-1-(4-(trifluoromethyl)phenyl)but-3-en-1-one CC(C(=O)C1=CC=C(C=C1)C(F)(F)F)(C=C)C